P(=O)(O)(F)F.C(CCC)N1CN(C=C1)C 1-butyl-3-methylimidazole difluorophosphate